2-amino-4-((5S,9R)-8-chloro-10-fluoro-4,5-dimethyl-2-(piperazin-1-yl)-5,6-dihydro-4H-[1,4]oxazepino[5,6,7-de]quinazolin-9-yl)-7-fluorobenzo[b]thiophene-3-carbonitrile NC1=C(C2=C(S1)C(=CC=C2C=2C(=C1C=3C(=NC(=NC3C2F)N2CCNCC2)N([C@H](CO1)C)C)Cl)F)C#N